2-cyclopropyl-4-[4-(2-hydroxyethoxy)phenyl]-6-(3-pyridylmethylsulfanyl)pyridine-3,5-dicarbonitrile C1(CC1)C1=NC(=C(C(=C1C#N)C1=CC=C(C=C1)OCCO)C#N)SCC=1C=NC=CC1